N-{2-[(1-methyl-1H-tetraazol-5-yl)sulfanyl]ethyl}amine CN1N=NN=C1SCCN